tert-butyl (2-(6-chloro-3-(cyclohexylamino)-9H-carbazol-1-yl)ethyl)carbamate ClC=1C=C2C=3C=C(C=C(C3NC2=CC1)CCNC(OC(C)(C)C)=O)NC1CCCCC1